(2R)-2-[[9-(Methylethyl)-6-[[[4-(2-pyridinyl)phenyl]methyl]amino]-9H-purin-2-yl]amino]-1-butanol CC(C)N1C2=NC(=NC(=C2N=C1)NCC1=CC=C(C=C1)C1=NC=CC=C1)N[C@@H](CO)CC